OCC1=CC=C(C=C1)N1N=C(C=C1)CC(=O)NC=1SC(=CN1)C(F)(F)F 2-(1-(4-(hydroxymethyl)phenyl)-1H-pyrazol-3-yl)-N-(5-(trifluoromethyl)thiazol-2-yl)acetamide